BrC1=C(C(=NC=C1)C(=C)OCC)CCN(C(OC(C)(C)C)=O)C(=O)OC(C)(C)C tert-butyl (2-(4-bromo-2-(1-ethoxyvinyl)pyridin-3-yl)ethyl)(tert-butoxycarbonyl)carbamate